1-[(1S,4S)-5-[4-(2,3-difluoro-4-spiro[2.3]hexan-5-yloxy-anilino)pyrido[3,2-d]pyrimidin-6-yl]-2,5-diazabicyclo[2.2.1]heptan-2-yl]prop-2-en-1-one FC1=C(NC=2C3=C(N=CN2)C=CC(=N3)N3[C@@H]2CN([C@H](C3)C2)C(C=C)=O)C=CC(=C1F)OC1CC2(CC2)C1